N1CCC2=C(C=CC=C12)N1CCC2(OCCO2)CC1 8-indolin-4-yl-1,4-dioxa-8-azaspiro[4.5]decane